1-Butyl-3-methylimidazolium octyl-sulfate tertbutyl-4-{4-[4-bromo-3-(pyridin-4-yl)pyrazol-1-yl]phenyl}piperazine-1-carboxylate C(C)(C)(C)OC(=O)N1CCN(CC1)C1=CC=C(C=C1)N1N=C(C(=C1)Br)C1=CC=NC=C1.C(CCCCCCC)OS(=O)(=O)[O-].C(CCC)N1C=[N+](C=C1)C